7-bromo-3-butyl-8-methoxy-5-phenyl-2,3-dihydro-1,5-benzothiazepin-4-one BrC=1C(=CC2=C(N(C(C(CS2)CCCC)=O)C2=CC=CC=C2)C1)OC